E,Z-8,10-dodecadienol C(CCCCCC\C=C\C=C/C)O